ClC1=C(C2=CC=CC=C2C=C1OC)C1=C(C=2N=C(N=C(C2C=N1)N1C[C@H]2CC[C@@H](C1)N2C(=O)OC(C)(C)C)OC[C@H]2N(CCC2)C)F tert-butyl (1R,5S)-3-(7-(2-chloro-3-methoxynaphthalen-1-yl)-8-fluoro-2-(((S)-1-methylpyrrolidin-2-yl)methoxy)pyrido[4,3-d]pyrimidin-4-yl)-3,8-diazabicyclo[3.2.1]octane-8-carboxylate